CCC=C β-ethyl-ethylene